tert-butyl (tert-butoxycarbonyl)(5-((3S,5S)-4-(dimethylcarbamoyl)-3,5-dimethylpiperazin-1-yl)-7-(N-(1-methylcyclopropyl)sulfamoyl)quinolin-2-yl)carbamate C(C)(C)(C)OC(=O)N(C(OC(C)(C)C)=O)C1=NC2=CC(=CC(=C2C=C1)N1C[C@@H](N([C@H](C1)C)C(N(C)C)=O)C)S(NC1(CC1)C)(=O)=O